ClC=1C2=C(N=C(N1)SC)CC1(CCC3=C(C=CC=C13)Cl)OC2 4,4'-dichloro-2-methylsulfanyl-spiro[5,8-dihydropyrano[4,3-d]pyrimidine-7,1'-indan]